NC1=C(C=C(C=C1)C=1SC=CC1)NC(C1=CC=C(C=C1)[S@@](=O)(=N)C)=O |o1:20| rel-(R)-N-[2-amino-5-(2-thienyl)phenyl]-4-(methylsulfonimidoyl)benzamide